CC1=C(C(=O)P(C2=CC=CC=C2)(OCC)=O)C(=CC(=C1)C)C 2,4,6-trimethylbenzoylethoxy-phenylphosphine oxide